(S)-10-methyl-8-nitro-1,2,4a,5-tetrahydrobenzo[b]pyrazino[1,2-d][1,4]oxazine-3(4H)-carboxylic acid tert-butyl ester C(C)(C)(C)OC(=O)N1C[C@@H]2N(C3=C(OC2)C=C(C=C3C)[N+](=O)[O-])CC1